(4s,5s)-5-(ethoxycarbonyl)-2,2-dimethyl-1,3-dioxolane-4-carboxylic acid C(C)OC(=O)[C@@H]1[C@H](OC(O1)(C)C)C(=O)O